(R)-4-(2-hydroxyethyl)morpholin OCCN1CCOCC1